(S) and (R)-1-(3-(2-methylpyridin-4-yl)-1H-pyrazolo[3,4-b]pyridin-5-yl)-3-(1-phenylethyl)urea CC1=NC=CC(=C1)C1=NNC2=NC=C(C=C21)NC(=O)N[C@@H](C)C2=CC=CC=C2 |r|